ClCC(=O)C1=CC(=NC=C1)N(C)C 2-chloro-1-[2-(dimethylamino)-4-pyridyl]ethanone